3-aminopropyl-methyldichlorosilane methyl-2-methyl-4-(5-(trimethylsilyl)isoxazol-3-yl)benzo[d]oxazole-6-carboxylate COC(=O)C1=CC2=C(N=C(O2)C)C(=C1)C1=NOC(=C1)[Si](C)(C)C.NCCC[Si](Cl)(Cl)C